OC1=C(C=CC(=C1O)O)C(C=C)=O 1-(2,3,4-trihydroxyphenyl)prop-2-en-1-one